1-oxo-8-azaspiro[4.5]dec-2-ene hydrochloride Cl.O=C1C=CCC12CCNCC2